FC1C(C1)C(=O)NC=1N=C2N(C=C(N=C2)C2=C3C=NNC3=C(C(=C2C(F)(F)F)F)C(C)C)C1 2-fluoro-N-(6-(6-fluoro-7-isopropyl-5-(trifluoromethyl)-1H-indazol-4-yl)imidazo[1,2-a]pyrazin-2-yl)cyclopropane-1-carboxamide